(R)-1-(4-chlorophenyl)-N-((1R,2R)-1-(4-(difluoromethoxy)phenyl)-1-hydroxy-3-(pyrrolidin-1-yl)propan-2-yl)pyrrolidine-3-carboxamide ClC1=CC=C(C=C1)N1C[C@@H](CC1)C(=O)N[C@@H]([C@H](O)C1=CC=C(C=C1)OC(F)F)CN1CCCC1